4-methyl-N-((2R)-3-methyl-1-(2-methyl-4-(pyridin-3-yl)-2,8-diazaspiro-[4.5]decan-8-yl)-1-oxobutan-2-yl)picolinamide CC1=CC(=NC=C1)C(=O)N[C@@H](C(=O)N1CCC2(C(CN(C2)C)C=2C=NC=CC2)CC1)C(C)C